CC1(NC2=CC(=CC=C2C=C1)C1COC1)C 2,2-dimethyl-7-(oxetan-3-yl)-1,2-dihydroquinoline